3-oxo-3,4-dihydro-2H-benzo[b][1,4]Oxazine-6-sulfonyl chloride O=C1NC2=C(OC1)C=CC(=C2)S(=O)(=O)Cl